lauroyl-lactyl alcohol C(CCCCCCCCCCC)(=O)C(C(=O)O)(O)C